ClC=1C=CC2=C(N=C(O2)N2CCC(CC2)CNC(=O)C2=CC(=NC=C2)S(=O)(=O)C)C1 N-[[1-(5-chloro-1,3-benzooxazol-2-yl)-4-piperidinyl]methyl]-2-methylsulfonyl-pyridine-4-carboxamide